C(C)(C)(C)OC(=O)N1C[C@H]([C@@H](CC1)N)OC (3R,4R)-4-amino-3-methoxypiperidine-1-carboxylic acid tert-butyl ester